N-[(5-Chlorothiophen-2-yl)methyl]-3-[1-(morpholin-4-carbonyl)pyrrolidin-3-yl]-1H-pyrazol-5-amin ClC1=CC=C(S1)CNC1=CC(=NN1)C1CN(CC1)C(=O)N1CCOCC1